CC1(OCC(O1)CO)C 2,2-Dimethyl-4-methylol-1,3-dioxolan